7-methylpyrazolo[1,5-a]Pyrimidine-3-carboxylic acid CC1=CC=NC=2N1N=CC2C(=O)O